(S)-tert-butyl (1-((4-chloro-6-(5,7-difluoroquinolin-4-yl)pyridin-3-yl)oxy)-2,4-dimethylpentan-2-yl)carbamate ClC1=C(C=NC(=C1)C1=CC=NC2=CC(=CC(=C12)F)F)OC[C@@](CC(C)C)(C)NC(OC(C)(C)C)=O